CC=1N=C(SC1C=1C=NN(C1)C(C)(C)C)N 4-methyl-5-(1-tert-butylpyrazol-4-yl)-1,3-thiazol-2-amine